CN(C)CC=1C=CC2=C(C(NS2(=N)=O)=O)C1 5-((dimethylamino)methyl)-1-imino-1,2-dihydro-3H-1λ4-benzo[d]isothiazol-3-one 1-oxide